6-(7,8-Dimethyl-[1,2,4]triazolo[4,3-b]pyridazin-6-yl)-3-(2-isopropylpyrazol-3-yl)-7,8-dihydro-5H-1,6-naphthyridine CC1=C(C=2N(N=C1N1CC=3C=C(C=NC3CC1)C=1N(N=CC1)C(C)C)C=NN2)C